C(C)[C@@H]1[C@@H](C(N2C(OC[C@@H]21)(C)C)=O)F (6S,7S,7aS)-7-ethyl-6-fluoro-3,3-dimethyltetrahydropyrrolo[1,2-c]oxazol-5(3H)-one